C12CCC2CC1 bicyclo[2.2.0]hex-ane